(3aR,4R,6aR)-1-(tert-butoxycarbonyl)octahydropyrrolo[3,4-b]pyrrole-4-carboxylic acid C(C)(C)(C)OC(=O)N1[C@@H]2[C@H](CC1)[C@@H](NC2)C(=O)O